FC1CN(CCC1NC1=CC=C(C=C1)[N+](=O)[O-])C 3-fluoro-1-methyl-N-(4-nitrophenyl)piperidin-4-amine